4-(2-(3-fluoro-4-nitrophenoxy)ethyl)morpholine methyl-2-((S)-3-((R)-1-(tert-butoxy)ethyl)-7-chloro-2-oxo-5-phenyl-2,3-dihydro-1H-benzo[e][1,4]diazepin-1-yl)acetate COC(CN1C([C@@H](N=C(C2=C1C=CC(=C2)Cl)C2=CC=CC=C2)[C@@H](C)OC(C)(C)C)=O)=O.FC=2C=C(OCCN1CCOCC1)C=CC2[N+](=O)[O-]